isopropyl 1-thio-galactopyranoside S(C1[C@H](O)[C@@H](O)[C@@H](O)[C@H](O1)CO)C(C)C